pyridine-6-carboxylic acid methyl ester hydrochloride Cl.COC(=O)C1=CC=CC=N1